6-methoxypyridin-3-ylmethylamine COC1=CC=C(C=N1)CN